FC1=C(C(=CC=C1)F)C(CCC[C@@H](C)[C@H]1CC[C@H]2[C@@H]3C(C[C@H]4[C@H]([C@H](CC[C@]4(C)[C@H]3CC[C@]12C)O)O)=O)O 24-[(2,6-difluorophenyl)(hydroxy)methyl]-4β-hydroxy-3β-hydroxy-5α-cholan-7-one